Piperazine monoTFA salt OC(=O)C(F)(F)F.N1CCNCC1